6,6-dioctyloxyhexyllithium C(CCCCCCC)OC(CCCCC[Li])OCCCCCCCC